Ethyl 3-(tert-butyl)-4-iodo-1H-pyrazole-5-carboxylate C(C)(C)(C)C1=NNC(=C1I)C(=O)OCC